(1-methyl-1H-indol-3-yl)(9-(1-(pyridin-3-ylmethyl)piperidin-4-yl)-9H-carbazol-4-yl)methanone CN1C=C(C2=CC=CC=C12)C(=O)C1=CC=CC=2N(C3=CC=CC=C3C12)C1CCN(CC1)CC=1C=NC=CC1